4,7-Bis(4-(octyloxy)thiophen-2-yl)benzo[c][1,2,5]oxadiazole C(CCCCCCC)OC=1C=C(SC1)C1=CC=C(C2=NON=C21)C=2SC=C(C2)OCCCCCCCC